trans-(N-Boc-4-aminocyclohexyl)ethanol C(=O)(OC(C)(C)C)N[C@@H]1CC[C@H](CC1)C(C)O